(R)-1-(5-(6-chloro-3-(1H-imidazol-1-yl)-5-methoxy-1-methyl-1H-pyrrolo[3,2-b]-pyridin-2-yl)-4H-1,2,4-triazol-3-yl)-2-methoxyethan-1-ol ClC=1C=C2C(=NC1OC)C(=C(N2C)C=2NC(=NN2)[C@H](COC)O)N2C=NC=C2